(S)-8-(2-amino-6-((R)-2,2,2-trifluoro-1-(2'-fluoro-3'-methoxy-[1,1'-biphenyl]-4-yl)ethoxy)pyrimidin-4-yl)-2,8-diazaspiro[4.5]decane-3-carboxylic acid NC1=NC(=CC(=N1)N1CCC2(C[C@H](NC2)C(=O)O)CC1)O[C@@H](C(F)(F)F)C1=CC=C(C=C1)C1=C(C(=CC=C1)OC)F